COC(C1=CC(=CC=C1)CC#N)=O m-cyanomethylbenzoic acid methyl ester